6-(2-(((1s,4s)-4-ethyl-4-hydroxycyclohexyl)amino)-4-methoxypyrrolo[2,1-f][1,2,4]triazin-5-yl)-N-methylimidazo[1,2-a]pyridine-3-carboxamide C(C)C1(CCC(CC1)NC1=NN2C(C(=N1)OC)=C(C=C2)C=2C=CC=1N(C2)C(=CN1)C(=O)NC)O